FC=1C=C(C=NC1)C1=NC=C(C(=N1)C(F)(F)F)N(C(C(C)C)=O)C N-[2-(5-fluoro-3-pyridyl)-4-(trifluoromethyl)pyrimidin-5-yl]-N,2-dimethylpropanamide